B(F)(F)F.BrC1=C(C=C(C=C1)C1(O)[C@H](OC(C)=O)[C@@H](OC(C)=O)[C@H](OC(C)=O)[C@H](O1)COC(C)=O)COC1=CC=CC=C1 1-Bromo-4-(2,3,4,6-tetra-O-acetyl-D-glucopyranos-1-yl)-2-(phenoxymethyl)-benzene Boron trifluoride